4,6-dichloropyrimidine-2-carboxylic acid ClC1=NC(=NC(=C1)Cl)C(=O)O